2-[[[4-cyano-7-(5-isopropyl-2-pyridyl)-2,3-dihydrobenzofuran-5-yl]amino]methyl]prop-2-enoic acid C(#N)C1=C(C=C(C2=C1CCO2)C2=NC=C(C=C2)C(C)C)NCC(C(=O)O)=C